2-(2-((4-chloro-5-iodopyrimidin-2-yl)oxy)-3-fluoropyridin-4-yl)-1,5,6,7-tetrahydro-4H-pyrrolo[3,2-c]pyridin-4-one ClC1=NC(=NC=C1I)OC1=NC=CC(=C1F)C1=CC=2C(NCCC2N1)=O